ClC1=CC=C(C=C1)C1=NCC2=NN=C(N2C=2SC=3CC(CC3C12)C(=O)O)C 9-(4-chlorophenyl)-3-methyl-16-thia-2,4,5,8-tetraazatetracyclo[8.6.0.02,6.011,15]hexadeca-1(10),3,5,8,11(15)-pentaene-13-carboxylic acid